N-(5-amino-2-fluoropyridin-3-yl)-2-(1-methyl-1H-pyrazol-4-yl)-1H-pyrrolo[2,3-b]pyridine-5-carboxamide NC=1C=C(C(=NC1)F)NC(=O)C=1C=C2C(=NC1)NC(=C2)C=2C=NN(C2)C